NC1=NC(=C(C=C1Br)C)C 2-amino-3-bromo-5,6-lutidine